sulfanylcarbamate SNC([O-])=O